8-hydroxy-1-methylquinoxalin-2(1H)-one OC=1C=CC=C2N=CC(N(C12)C)=O